C[Si](CCOC(CCCCCN)=O)(C)C 6-aminohexanoic acid-2-(trimethylsilyl)ethyl ester